COC(CCC=1C=C(C=CC1)C1=C(OC2=C1C=CC=C2)C(=O)O)=O 3-(3-(3-methoxy-3-oxopropyl)phenyl)benzofuran-2-carboxylic acid